COCOC=1C=C(C=NC1)C1=NC=CC=N1 2-[5-(methoxymethyloxy)pyridin-3-yl]pyrimidine